CC1=C(SC2=NC(=CC=C21)C=2C=C1C(=NC2)N(N=N1)C)C(O)C1CCOCC1 (3-methyl-6-(3-methyl-3H-[1,2,3]triazolo[4,5-b]pyridin-6-yl)thieno[2,3-b]pyridin-2-yl)(tetrahydro-2H-pyran-4-yl)methanol